CC(CCC(=O)OCCOC)(C)C 2-methoxyethyl 4,4-dimethylpentanoate